(6-{7-[2-(3-amino-oxetan-3-yl)-ethoxy]-imidazo[1,2-a]pyridin-3-yl}-pyrimidin-4-yl)-[4-(2-methyl-2H-[1,2,3]triazol-4-yl)-benzyl]-amine NC1(COC1)CCOC1=CC=2N(C=C1)C(=CN2)C2=CC(=NC=N2)NCC2=CC=C(C=C2)C2=NN(N=C2)C